FC1=CC(=CC2=C1B(OC2)O)NC2=NC=C(C(=N2)NC(CC)CC)C 7-fluoro-5-((5-methyl-4-(pentan-3-ylamino)pyrimidin-2-yl)amino)benzo[c][1,2]oxaborol-1(3H)-ol